N-(4-cyanobutyl)-1-methyl-4-(1-methyl-4-nitro-1H-pyrrole-2-carboxamido)-1H-pyrrole-2-carboxamide C(#N)CCCCNC(=O)C=1N(C=C(C1)NC(=O)C=1N(C=C(C1)[N+](=O)[O-])C)C